(R)-1-((tert-butyldiphenylsilyl)oxy)heneicosan-2-ol [Si](C1=CC=CC=C1)(C1=CC=CC=C1)(C(C)(C)C)OC[C@@H](CCCCCCCCCCCCCCCCCCC)O